N-((S)-1-(6-((3R,5S)-3,5-dimethylpiperazin-1-yl)pyridin-2-yl)ethyl)-3-(pyridin-3-yl)-1H-pyrrolo[2,3-b]pyridin-4-amine C[C@@H]1CN(C[C@@H](N1)C)C1=CC=CC(=N1)[C@H](C)NC=1C2=C(N=CC1)NC=C2C=2C=NC=CC2